4-chloro-2-cyclopropoxy-5-(ethoxycarbonyl)pyridine 1-oxide ClC1=CC(=[N+](C=C1C(=O)OCC)[O-])OC1CC1